4-(2-((7-nitrobenzo[C][1,2,5]oxadiazol-4-yl)amino)ethyl)benzenesulfonamide [N+](=O)([O-])C1=CC=C(C=2C1=NON2)NCCC2=CC=C(C=C2)S(=O)(=O)N